(±)-(1S,2R,3R,5R)-3-[(6-bromo-1,2,4-triazin-3-yl)amino]-2-fluoro-8-azabicyclo[3.2.1]Octane-8-carboxylic acid tert-butyl ester C(C)(C)(C)OC(=O)N1[C@@H]2[C@@H]([C@@H](C[C@H]1CC2)NC=2N=NC(=CN2)Br)F |r|